N1=C(C=CC=C1)CN(CC1=CC=C(C=C1)CNC1CCCC2=CC=CC=C12)CC1=NC=CC=C1 bis(2-pyridylmethyl)-N'-(1,2,3,4-tetrahydro-1-naphthyl)-1,4-xylylenediamine